OC(=O)C(F)(F)F.CC1(CCNCC1)CN1CCN(CCC1)C=1C=C2CN(C(C2=CC1)=O)C1C(NC(CC1)=O)=O 3-(5-(4-((4-methylpiperidin-4-yl)methyl)-1,4-diazepan-1-yl)-1-oxoisoindolin-2-yl)piperidine-2,6-dione TFA salt